(E)-oxahexadeca-12-en-2-one OC(CCCCCCCCC\C=C\CCC)=O